CC1=NC(=CC=C1N1CCN(CC1)CC=1C=C(C=2C3=C(C(NC2C1)=O)CCC3)F)C(NC)=O 7-((4-(2-methyl-6-(methylcarbamoyl)pyridin-3-yl)piperazin-1-yl)methyl)-9-fluoro-1,2,3,5-tetrahydro-4H-cyclopenta[c]quinolin-4-one